COC(N(C)C)OC dimethylformamide-dimethyl acetal